tert-Butyl 2-[1-(2-imidazo[1,2-a]pyridin-6-yl-6-methyl-4-oxo-chromen-8-yl)ethylamino]benzoate N=1C=CN2C1C=CC(=C2)C=2OC1=C(C=C(C=C1C(C2)=O)C)C(C)NC2=C(C(=O)OC(C)(C)C)C=CC=C2